trans-2-(4-((4-(1-Isopropyl-1H-pyrazol-4-yl)pyridin-2-yl)((4-(4-methoxy-3-methylphenyl)bicyclo[2.2.2]octan-1-yl)methyl)carbamoyl)cyclohexyl)acetic acid C(C)(C)N1N=CC(=C1)C1=CC(=NC=C1)N(C(=O)[C@@H]1CC[C@H](CC1)CC(=O)O)CC12CCC(CC1)(CC2)C2=CC(=C(C=C2)OC)C